allyl ether hydride [H-].C(C=C)OCC=C